4,7-difluoro-5-(1H-pyrazol-3-ylmethoxy)-2,3-dihydro-1H-indene-2-carbaldehyde FC1=C2CC(CC2=C(C=C1OCC1=NNC=C1)F)C=O